C1(=CC=CC=C1)C(CC=1SC2=C(N1)C=CC=C2)C2=CC=CC=C2 2-(2,2-diphenyl-ethyl)benzo[d]thiazole